N1=NC=C(C=C1)CNC(O[C@H]1[C@H](NC[C@@H]1O)CC1=CC=C(C=C1)OC)=O (2R,3S,4S)-4-hydroxy-2-[(4-methoxyphenyl)methyl]pyrrolidin-3-yl N-(pyridazin-4-ylmethyl)carbamate